2-((2,6-Dimethylphenyl)amino)-N,N-diethyl-N-(2-methoxy-2-oxoethyl)-2-oxoethan-1-aminium bromide [Br-].CC1=C(C(=CC=C1)C)NC(C[N+](CC(=O)OC)(CC)CC)=O